C(C1=CC=CC=C1)NC1C(OCCC1)C N-benzyl-2-methyltetrahydro-2H-pyran-3-amine